3-(5-((3-hydroxypropyl)amino)-2-methyl-4-oxoquinazolin-3(4H)-yl)piperidine OCCCNC1=C2C(N(C(=NC2=CC=C1)C)C1CNCCC1)=O